(E)-3-methyl-1-(2,6,6-trimethylcyclohex-1-en-1-yl)pent-1-en-4-yn-3-ol CC(/C=C/C1=C(CCCC1(C)C)C)(C#C)O